C1(=CC(=CC=C1)/N=N/C1=CC(=C(C=C1)C(=O)N1CC=2N(CC3=C1C=CC=C3)C=CC2)Cl)C2=CC=CC=C2 (E)-(4-([1,1'-biphenyl]-3-yl-diazenyl)-2-chlorophenyl)(5H-benzo[e]pyrrolo[1,2-a][1,4]diazepin-10(11H)-yl)methanone